C(#N)C=1C(=NN2C1NC1=C(CC2)C=CC(=C1)C=1CCN(CC1)C(=O)OC(C)(C)C)C1=CC=C(C=C1)OC1=CC=CC=C1 tert-butyl 4-(3-cyano-2-(4-phenoxyphenyl)-9,10-dihydro-4H-benzo[d]pyrazolo[1,5-a][1,3]diazepin-6-yl)-3,6-dihydropyridine-1(2H)-carboxylate